(7-Bromo-2,3-dihydro-benzofuran-5-yl)methanol BrC1=CC(=CC=2CCOC21)CO